6-Amino-3-(3-(aminomethyl)-4'-chloro-1',2'-dihydrospiro[cyclopentane-1,3'-pyrrolo[2,3-b]pyridin]-5'-yl)-2-fluoro-N,N-dimethylbenzamide NC1=CC=C(C(=C1C(=O)N(C)C)F)C=1C(=C2C(=NC1)NCC21CC(CC1)CN)Cl